7-(4,4-difluorocyclohex-1-en-1-yl)-8-(4-(4-isopropylpiperazin-1-yl)phenyl)-5,6-dihydronaphthalene-2-ol FC1(CC=C(CC1)C=1CCC=2C=CC(=CC2C1C1=CC=C(C=C1)N1CCN(CC1)C(C)C)O)F